(R)-6-(2-Methyl-3-(4-(tert-pentyl)phenyl)propyl)-2-thia-6-azaspiro[3.4]octane 2,2-dioxide C[C@@H](CN1CC2(CS(C2)(=O)=O)CC1)CC1=CC=C(C=C1)C(C)(C)CC